ethyl 4-(5-methoxy-6-(3-((6-methoxyisoindolin-5-yl) oxy) propoxy) isoindolin-2-yl)-4-oxobutyrate COC=1C=C2CN(CC2=CC1OCCCOC=1C=C2CNCC2=CC1OC)C(CCC(=O)OCC)=O